NC1=NC=NC=2C3=C(CC(C12)(C)C)C(=C(C=C3)O[C@@H]3CC[C@H](CC3)NC(OC(C)(C)C)=O)NCC tert-butyl N-[trans-4-[[4-amino-7-(ethylamino)-5,5-dimethyl-6H-benzo[h]quinazolin-8-yl]oxy]cyclohexyl]carbamate